IC(I)C(=O)C1=CC=C(C=C1)C diiodomethyl(4-methylphenyl)ketone